FC(COCC(F)F)F 2,2-difluoroethyl ether